C=1(C(=CC=C2C=CC=CC12)S(=O)(=O)O)S(=O)(=O)O.CC=1N=NN(C1COC=1C=C2CCN(CC2=CN1)C1(COC1)C(C)C)C=1C=NC(=CC1)C 6-{[4-Methyl-1-(6-methylpyridin-3-yl)-1H-1,2,3-triazol-5-yl]methoxy}-2-[3-(propan-2-yl)oxetan-3-yl]-1,2,3,4-tetrahydro-2,7-naphthyridine naphthalenedisulfonate